C(C=C)(=O)N1CCN(CC1)C(C)(C)C1=CC=C(C=C1)[C@H](C)NC=1N=CC2=C(N1)N(C(C=C2)=O)C(C)C 2-{[(1S)-1-{4-[2-(4-acryloylpiperazin-1-yl)propan-2-yl]phenyl}ethyl]amino}-8-(propan-2-yl)pyrido[2,3-d]pyrimidin-7(8H)-on